NC1=NC(=C(C=C1C=1C=C2CCNC(C2=CC1)=O)C1=CC=C(C=C1)N1CCN(CC1)CC(F)F)Cl 6-(2-amino-6-chloro-5-(4-(4-(2,2-difluoroethyl)piperazin-1-yl)phenyl)pyridin-3-yl)-3,4-dihydroisoquinolin-1(2H)-one